1-(2,6-Diisopropylphenyl)-2-(6-methyl-5-(3-(5-(methyl-d3)-4-phenylpyridin-2-yl-3-d)phenoxy)-[1,1':4',1''-terphenyl]-3-yl)-1H-benzo[d]imidazole C(C)(C)C1=C(C(=CC=C1)C(C)C)N1C(=NC2=C1C=CC=C2)C=2C=C(C(=C(C2)OC2=CC(=CC=C2)C2=NC=C(C(=C2[2H])C2=CC=CC=C2)C([2H])([2H])[2H])C)C2=CC=C(C=C2)C2=CC=CC=C2